5-(2-(2-Hydroxy-3-methylbutyl)oxazol-5-yl)-6-(2-methylimidazo[1,2-a]pyridin-7-yl)picolinonitril OC(CC=1OC(=CN1)C=1C=CC(=NC1C1=CC=2N(C=C1)C=C(N2)C)C#N)C(C)C